3,5,7,9-tetraethyl-1,1,1,3,5,7,9,11,11,11-decamethylhexasiloxane C(C)[Si](O[Si](C)(C)C)(O[Si](O[Si](O[Si](O[Si](C)(C)C)(C)CC)(C)CC)(C)CC)C